COC1=CC=C(C=C1)C(OC[C@]12O[C@H]([C@H](N(C1)C(=O)NC(C)C)[C@@H]2O)N2C(NC(C(=C2)C)=O)=O)(C2=CC=CC=C2)C2=CC=C(C=C2)OC (1R,3R,4R,7S)-1-[[bis(4-methoxyphenyl)phenylmethoxy]methyl]-7-hydroxy-N-isopropyl-3-(5-methyl-2,4-dioxo-pyrimidin-1-yl)-2-oxa-5-azabicyclo[2.2.1]heptane-5-carboxamide